CC1OC(CN(C1)C1=NC2=CC=C(C=C2C=C1)NC=1C=CC2=C(OCC(N2C)=O)C1)C 7-((2-(2,6-Dimethylmorpholino)quinolin-6-yl)amino)-4-methyl-2H-benzo[b][1,4]oxazin-3(4H)-one